tert-butyl-(2,5-dichloro-4-((trimethylsilyl)ethynyl)phenoxy)dimethylsilane C(C)(C)(C)[Si](C)(C)OC1=C(C=C(C(=C1)Cl)C#C[Si](C)(C)C)Cl